2-[6-amino-5-[8-[2-[3-(3-methylsulfonylazetidin-1-yl)prop-1-ynyl]-4-pyridinyl]-3,8-diazabicyclo[3.2.1]oct-3-yl]pyridazin-3-yl]phenol NC1=C(C=C(N=N1)C1=C(C=CC=C1)O)N1CC2CCC(C1)N2C2=CC(=NC=C2)C#CCN2CC(C2)S(=O)(=O)C